(R)-2-((3-chloro-5-(2-(6-((2-methoxyethyl)(methyl)amino)-2-methylhexan-3-yl)-2,6-diazaspiro[3.4]octan-6-yl)-1,2,4-triazin-6-yl)oxy)-N-ethyl-5-fluoro-N-isopropylbenzamide ClC=1N=NC(=C(N1)N1CC2(CN(C2)[C@@H](C(C)C)CCCN(C)CCOC)CC1)OC1=C(C(=O)N(C(C)C)CC)C=C(C=C1)F